Ethyl (2S,4S)-1-benzyl-4-hydroxypyrrolidine-2-carboxylate C(C1=CC=CC=C1)N1[C@@H](C[C@@H](C1)O)C(=O)OCC